NC(C(=O)N[C@@H]1CC[C@@H](CC1)C(F)(F)C1=CC(=NC(=C1)Cl)N1CCN(CC1)S(=O)(=O)C1=CC=C(C=C1)N1C(C[C@H](C1)N)=O)CO Cis-2-amino-N-[4-[[2-[4-[4-[(4R)-4-amino-2-oxo-pyrrolidin-1-yl]phenyl]sulfonylpiperazin-1-yl]-6-chloro-4-pyridyl]-difluoro-methyl]cyclohexyl]-3-hydroxy-propanamide